Ethyl 2-((5-bromo-2-methylphenyl)(isobutyl)amino)thiazole-4-carboxylate BrC=1C=CC(=C(C1)N(C=1SC=C(N1)C(=O)OCC)CC(C)C)C